Rel-(R)-2,6-dimethoxy-N-(5-methyl-4,5-dihydronaphtho[2,1-d]isoxazol-3-yl)benzenesulfonamide COC1=C(C(=CC=C1)OC)S(=O)(=O)NC1=NOC2=C1C[C@H](C1=CC=CC=C12)C |o1:20|